BrC=1C=CC(=NC1C)C1=C(C(=NO1)C)NC(OCC1=CC=CC=C1)=O benzyl (5-(5-bromo-6-methylpyridin-2-yl)-3-methylisoxazol-4-yl)carbamate